(2R,3S,5R)-N-(3-azidophenyl)-3-(3,4-difluoro-2-methoxyphenyl)-5-methyl-5-(trifluoromethyl)tetrahydrothiophene-2-carboxamide N(=[N+]=[N-])C=1C=C(C=CC1)NC(=O)[C@@H]1S[C@](C[C@H]1C1=C(C(=C(C=C1)F)F)OC)(C(F)(F)F)C